1-vinyl-3-hexylimidazole bis(trifluoromethanesulfonyl)imide salt [N-](S(=O)(=O)C(F)(F)F)S(=O)(=O)C(F)(F)F.C(=C)N1CN(C=C1)CCCCCC